phenyl-amine C1(=CC=CC=C1)N